2-(3-Bromo-2-oxo-propyl)isoindoline-1,3-dione BrCC(CN1C(C2=CC=CC=C2C1=O)=O)=O